C12(CC3CC(CC(C1)C3)C2)CN2N=CC(=C2C)C=2C(=C3C(=NC2)N(C=N3)C(C3=CC=CC=C3)(C3=CC=CC=C3)C3=CC=CC=C3)Cl 6-(1-(adamantan-1-ylmethyl)-5-methyl-1H-pyrazol-4-yl)-7-chloro-3-trityl-3H-imidazo[4,5-b]pyridine